tert-butyl 2-(2-(tetrahydro-2H-pyran-2-yl)acetyl)-hydrazine-1-carboxylate O1C(CCCC1)CC(=O)NNC(=O)OC(C)(C)C